NC1=NC=C(C=C1C1=NC=C(C=C1)C(N(C)C)=O)C1=C2C(=NC=C1)NC(=C2)C(=O)NCC=2C=NC=CC2 4-(2'-amino-5-(dimethylcarbamoyl)-[2,3'-bipyridyl]-5'-yl)-N-(pyridin-3-ylmethyl)-1H-pyrrolo[2,3-b]pyridine-2-carboxamide